C(C)(=O)C=1C=C(C=CC1)C=1C(=CC(=NC1)Cl)N1C[C@H](CCC1)NC(OC(C)(C)C)=O tert-butyl N-[(3S)-1-[5-(3-acetylphenyl)-2-chloro-4-pyridyl]-3-piperidyl]carbamate